OB1OCC2=C1C=C(C=C2)C(=O)NCC(CNCC(=O)O)(C)C N-(3-(1-hydroxy-1,3-dihydrobenzo[c][1,2]oxaborole-6-carboxamido)-2,2-dimethylpropyl)glycine